2-fluoro-3,3-bis(trifluoromethyl)oxirane calcium bis(trifluoromethanesulfonyl)imide salt [N-](S(=O)(=O)C(F)(F)F)S(=O)(=O)C(F)(F)F.[Ca+2].FC1OC1(C(F)(F)F)C(F)(F)F.[N-](S(=O)(=O)C(F)(F)F)S(=O)(=O)C(F)(F)F